(R)-8-(4-(3-(3,6-dibromo-9H-carbazol-9-yl)-2-hydroxypropyl)piperazin-1-yl)-8-oxooctanoic acid BrC=1C=CC=2N(C3=CC=C(C=C3C2C1)Br)C[C@@H](CN1CCN(CC1)C(CCCCCCC(=O)O)=O)O